2-(2,8-diazaspiro[4.5]decan-2-yl)propane-1,3-diol C1N(CCC12CCNCC2)C(CO)CO